C[C@@H]1CC2=C(NC3=CC(=CC=C23)C)[C@H](N1CC(F)(F)F)C1=CC=C(C=N1)N[C@@H]1CN(CC1)CCCF 6-((1S,3R)-3,7-dimethyl-2-(2,2,2-trifluoroethyl)-2,3,4,9-tetrahydro-1H-pyrido[3,4-b]indol-1-yl)-N-((S)-1-(3-fluoropropyl)pyrrolidin-3-yl)pyridin-3-amine